CC(C=CO)C 3-methyl-butenol